C(O[C@H](C(=O)N1[C@@H](C[C@H](C1)O[Si](C)(C)C(C)(C)C)C(NCC1=CC=C(C=C1)C#C)=O)C(C)(C)C)(OC1=CC=CC=C1)=O (S)-1-((2S,4R)-4-((tert-butyldimethylsilyl)oxy)-2-((4-ethynylbenzyl)carbamoyl)pyrrolidin-1-yl)-3,3-dimethyl-1-oxobutan-2-yl phenyl carbonate